C(#N)C1(CCC(CC1)N1C[C@H](CC1)NC(OCC)=O)C1=CC=CC=C1 ethyl [(3S)-1-(4-cyano-4-phenylcyclohexyl)pyrrolidin-3-yl]carbamate